[Cl-].C[N+](C)(C)CCCCCCCCCCCCCCCC N,N,N-trimethyl-1-hexadecylaminium chloride